CC=1C=C(C=CC1OC1=CC2=C(N(C=N2)C)C=C1)NC1=NC=NC2=CC=C(C=C12)OC1CC2CCC(C1)N2C(C=C)=O 1-(endo-3-((4-((3-Methyl-4-((1-methyl-1H-benzo[d]imidazol-5-yl)oxy)phenyl)amino)quinazolin-6-yl)oxy)-8-azabicyclo[3.2.1]octan-8-yl)prop-2-en-1-one